BrC1=C2N(N=C1C1=CC=C(C=C1)F)CC(C2)(C)C 3-Bromo-2-(4-fluorophenyl)-5,5-dimethyl-5,6-dihydro-4H-pyrrolo[1,2-b]pyrazole